maleimido-hexanoyl-glycine C1(C=CC(N1N(CC(=O)O)C(CCCCC)=O)=O)=O